(tert-butyloxycarbonyl)-D-Alanine C(C)(C)(C)OC(=O)N[C@H](C)C(=O)O